2-(4-chloro-3-fluorophenoxy)-N-{3-[2-(2,4,5-trifluorophenoxy)acetylamino]bicyclo[1.1.1]pentan-1-yl}acetamide ClC1=C(C=C(OCC(=O)NC23CC(C2)(C3)NC(COC3=C(C=C(C(=C3)F)F)F)=O)C=C1)F